N[C@H](C(=O)O)CC1=C(NC2=CC=CC=C12)O (2S)-amino-3-(2-hydroxy-1H-indol-3-yl)propionic acid